((R)-4-(2-amino-6-chlorooxazolo[4,5-c]pyridin-7-yl)morpholin-2-yl)((S)-6,8-dichloro-1-methyl-3,4-dihydroisoquinolin-2(1H)-yl)methanone NC=1OC2=C(C=NC(=C2N2C[C@@H](OCC2)C(=O)N2[C@H](C3=C(C=C(C=C3CC2)Cl)Cl)C)Cl)N1